2-(4-(Tert-Butoxycarbonyl)piperazin-1-yl)acetic acid lithium [Li].C(C)(C)(C)OC(=O)N1CCN(CC1)CC(=O)O